(4-bromophenyl)-4-fluoropiperidine-1-carboxylic acid tert-butyl ester C(C)(C)(C)OC(=O)N1C(CC(CC1)F)C1=CC=C(C=C1)Br